((3-(4-bromophenyl)cyclobutyl)methoxy)(t-butyl)dimethylsilane BrC1=CC=C(C=C1)C1CC(C1)CO[Si](C)(C)C(C)(C)C